FC1=CC=C(C=C1)NC1=C2C=C(NC2=CC(=C1)NC(C)=O)C(=O)O 4-((4-fluorophenyl)amino)-6-acetamido-1H-indole-2-carboxylic acid